2-tert-butyl-7-chloro-3-deuterio-3-hydroxy-isoindolin-1-one C(C)(C)(C)N1C(C2=C(C=CC=C2C1(O)[2H])Cl)=O